ICCCCC(=O)OCCCCCCCCCCCCCCCCCCCC eicosyl 5-iodovalerate